p-chloromethylstyrene ClCC1=CC=C(C=C)C=C1